adenosine 5'-(alpha,beta-methylene)diphosphate C1=NC(=C2C(=N1)N(C=N2)C3C(C(C(O3)COP(=O)(CP(=O)(O)O)O)O)O)N